ClCC(=O)C1=C(N(C=2C1=NC=CC2)C=2C=CC(=NC2)C#N)C 5-(3-(2-Chloroacetyl)-2-methyl-1H-pyrrolo[3,2-b]pyridin-1-yl)picolinonitrile